1,3-Butandi-amin C(CC(C)N)N